C(#N)C=1C(=C(C=CC1)C1=CC(=CC=C1)C1=NC(=NO1)C1N(CCC1)C#N)F 2-(5-(3'-Cyano-2'-fluoro-[1,1'-biphenyl]-3-yl)-1,2,4-oxadiazol-3-yl)pyrrolidine-1-carbonitrile